CN1C(N(C(C2=C1C=NN2[C@H](C(=O)O)C)=O)C)=O (2S)-2-(4,6-dimethyl-5,7-dioxo-4,5,6,7-tetrahydro-1h-pyrazolo[4,3-d]pyrimidin-1-yl)propionic acid